C(C)(C)C1=C(C(=CC=C1)C(C)C)N1C=CC=2C1=NC=CC2 N-(2,6-diisopropylphenyl)-1H-pyrrolo[2,3-b]Pyridine